3-(4-((1R,5S)-3,8-diazabicyclo[3.2.1]octan-8-yl)-2-(((S)-1-methylpyrrolidin-2-yl)methoxy)quinazolin-7-yl)phenol [C@H]12CNC[C@H](CC1)N2C2=NC(=NC1=CC(=CC=C21)C=2C=C(C=CC2)O)OC[C@H]2N(CCC2)C